tert-Butyl N-[[(3R)-1-[4-[(5-Cyclopentyl-1H-pyrazol-3-yl)amino]pyrimidin-2-yl]-3-piperidyl]methyl]carbamate C1(CCCC1)C1=CC(=NN1)NC1=NC(=NC=C1)N1C[C@H](CCC1)CNC(OC(C)(C)C)=O